ClC=1C(=C2C=CC(=CC2=CC1)O)C#C 6-chloro-5-ethynylnaphthalene-2-ol